C(C1=CC=CC=C1)S(=O)(=O)C1=CC(=C(C=C1)N1CCN(CC1)CC)[N+](=O)[O-] 1-[4-(benzylsulfonyl)-2-nitrophenyl]-4-ethylpiperazine